(3R)-3-amino-7-(6-tert-butylpyridazin-4-yl)-5-[(4-chlorophenyl)methyl]-8-fluoro-1,1-dioxo-2,3-dihydro-1λ6,5-benzothiazepin-4-one N[C@H]1CS(C2=C(N(C1=O)CC1=CC=C(C=C1)Cl)C=C(C(=C2)F)C2=CN=NC(=C2)C(C)(C)C)(=O)=O